CC1(CCN(CC1)C(=O)NC1=C(C=CC=C1)N1CCN(CC1)C(C)C)C=1OC(=NN1)C 4-Methyl-4-(5-methyl-1,3,4-oxadiazol-2-yl)-N-{2-[4-(propan-2-yl)piperazin-1-yl]phenyl}piperidine-1-carboxamide